2,6-Bis(3,4-dimethoxybenzylidene)-4-trifluoromethylcyclohexaneone COC=1C=C(C=C2C(C(CC(C2)C(F)(F)F)=CC2=CC(=C(C=C2)OC)OC)=O)C=CC1OC